CC([C@@H](C(=O)N1[C@@H](CCC1)C(=O)O)NC(C(F)(F)F)=O)(C)C (2S)-1-[(2S)-3,3-dimethyl-2-[(2,2,2-trifluoroacetyl)amino]butanoyl]pyrrolidine-2-carboxylic acid